C(C)(=O)C1=NN(C2=C(C=C(C=C12)C=1C=NC(=NC1)C)C)CC(=O)N1[C@@H]([C@@H]2C[C@@H]2C1)C(=O)NCC1=C(C(=CC=C1)Cl)F (1R,2S,5S)-3-(2-(3-acetyl-7-methyl-5-(2-methylpyrimidin-5-yl)-1H-indazol-1-yl)acetyl)-N-(3-chloro-2-fluorobenzyl)-3-azabicyclo[3.1.0]hexane-2-carboxamide